O=C1NC(CCC1N1CC=2C(C1=O)=CSC2CNC(NC=2C=CC(=C(C(=O)N)C2)C)=O)=O 5-(3-((5-(2,6-dioxopiperidin-3-yl)-4-oxo-5,6-dihydro-4H-thieno[3,4-c]pyrrol-1-yl)methyl)ureido)-2-methylbenzamide